NC1=NC=CC=C1CNC=1C2=C(N=C(N1)OCC13CCCN3CCC1)C(=C(N=C2)C2=CC=CC1=CC=CC(=C21)CC)F N-((2-aminopyridin-3-yl)methyl)-7-(8-ethylnaphthalen-1-yl)-8-fluoro-2-((hexahydro-1H-pyrrolizin-7a-yl)methoxy)pyrido[4,3-d]pyrimidin-4-amine